8-methylimidazo[1,2-b]pyridazine hydrochloride Cl.CC=1C=2N(N=CC1)C=CN2